BrC=1C=C(C(=O)OC)C=C(C1O)/C=N/CCO methyl (E)-3-bromo-4-hydroxy-5-(((2-hydroxyethyl)imino)methyl)benzoate